2-Propanyl ({(3R,5aR,6R,7R,8aS)-6-[(1E,3R)-4-(3,5-difluorophenoxy)-3-hydroxy-1-buten-1-yl]-7-hydroxyoctahydro-2H-cyclopenta[b]oxepin-3-yl}methoxy)acetate FC=1C=C(OC[C@@H](/C=C/[C@H]2[C@@H](C[C@@H]3OC[C@H](CC[C@@H]32)COCC(=O)OC(C)C)O)O)C=C(C1)F